FC1=C(C(=CC=C1)C)C1=NN2C(OCCC2)=C1C(=O)N[C@@H]1C(NC2=C(C(=N1)C1=CC=CC=C1)C=CC=C2F)=O 2-(2-fluoro-6-methylphenyl)-N-[(3S)-9-fluoro-2-oxo-5-phenyl-1,3-dihydro-1,4-benzodiazepine-3-yl]-6,7-dihydro-5H-pyrazolo[5,1-b][1,3]Oxazine-3-carboxamide